(S)-7-(6-(3,5-Dimethylisoxazol-4-yl)-4-(3-phenylmorpholino)quinazoline-2-oneYl)-7-azaspiro[3.5]Nonan-2-ol CC1=NOC(=C1C=1C(=C2C(=NC(NC2=CC1)=O)N1[C@H](COCC1)C1=CC=CC=C1)N1CCC2(CC(C2)O)CC1)C